Cl.NC1C(CCC1)O 2-aminocyclopentanol hydrochloride